C(N)(=S)N1C2CN(CC1CC2)C(=O)OC(C)(C)C tert-butyl 8-carbamothioyl-3,8-diazabicyclo[3.2.1]octane-3-carboxylate